1-aminooctaethylene glycol NC(COCCOCCOCCOCCOCCOCCOCCO)O